CN(CCOC1=CC=C(NC=2N=CC3=C(N2)N(C(C(=C3)N3CCNC2=C(C=CC=C32)O)=O)C)C=C1)C 2-[4-[2-(dimethylamino)ethoxy]anilino]-6-(5-hydroxy-3,4-dihydro-2H-quinoxalin-1-yl)-8-methyl-pyrido[2,3-d]pyrimidin-7-one